C(C(=C)C)(=O)OC(C)CN(C)C dimethylaminomethylethyl methacrylate